N6-(1-ethylpropyl)-N8-(2-pyridylmethyl)-3-sec-butyl-[1,2,4]triazolo[4,3-b]pyridazine-6,8-diamine C(C)C(CC)NC=1C=C(C=2N(N1)C(=NN2)C(C)CC)NCC2=NC=CC=C2